CC=1SC(=C(N1)C)C(=O)N1CCC(CC1)C(=O)N1N=CCC1C1=CC=CC=C1 (2,4-dimethylthiazol-5-yl)(4-(5-phenyl-4,5-dihydro-1H-pyrazole-1-carbonyl)piperidin-1-yl)methanone